tert-Butyl 3-(4-(3-cyanocyclobutoxy)-7-(thiazol-2-yl)benzo[d]oxazol-2-yl)-3,6-diazabicyclo[3.1.1]heptane-6-carboxylate C(#N)C1CC(C1)OC1=CC=C(C2=C1N=C(O2)N2CC1N(C(C2)C1)C(=O)OC(C)(C)C)C=1SC=CN1